C(C)C(C(C(C(=O)O)(CC)CC)(O)C(=O)O)C(=O)O.C(C)C(C(C(C(=O)O)(CC)CC)(O)C(=O)O)C(=O)O.OC=1C=CC2=C(OC3=C2C=C(C(=C3)O)F)C1F 3,7-dihydroxy-4,8-difluorodibenzofuran triethyl-citrate (triethyl-citrate)